ClC1=CC=NC2=CC=C(C=C12)C1=C(C=C(C(=O)N2C[C@@H]3[C@H](C2)CN(C3)C(=O)OC(C)(C)C)C=C1)F tert-butyl (3aR,6aS)-5-(4-(4-chloroquinolin-6-yl)-3-fluorobenzoyl)hexahydropyrrolo[3,4-c]pyrrole-2(1H)-carboxylate